C1=CC=CC2=CC=C3C=CC4=CC=C5C=CC6=CC=C7C=CC=CC7=C6C5=C4C3=C12 Heptahelicene